3-Chlorobenzyl ((2S)-3-cyclohexyl-1-(((2S)-1,5-dioxo-5-(2-phenylmorpholino)pentan-2-yl)amino)-1-oxopropan-2-yl)carbamate C1(CCCCC1)C[C@@H](C(=O)N[C@H](C=O)CCC(N1CC(OCC1)C1=CC=CC=C1)=O)NC(OCC1=CC(=CC=C1)Cl)=O